BrC=1C=C(C=C(C1)C1=CC=CC=C1)B(O)O (5-bromo-[1,1'-biphenyl]-3-yl)boronic acid